1-({3-[3-(4-Chlorophenyl)-3H-imidazo[4,5-c]pyridin-2-yl]phenyl}methyl)-4-methylpiperazine ClC1=CC=C(C=C1)N1C(=NC2=C1C=NC=C2)C=2C=C(C=CC2)CN2CCN(CC2)C